cinnamoylacrylohydrazide C(C=CC1=CC=CC=C1)(=O)C(C(=O)NN)=C